C(COCCOC)OC1CC(NC(C1)(C)C)(C)C 4-(3,6-dioxaheptyloxy)-2,2,6,6-tetramethylpiperidine